(2S)-2-[tert-butoxycarbonyl(methyl)amino]pentanedioic acid C(C)(C)(C)OC(=O)N([C@H](C(=O)O)CCC(=O)O)C